C12(C(CCC(C1(C)C)C2)C)CCCCNC([O-])=O pinylbutylcarbamat